CC1C(=C(C(=C(C1(OC)C)OC)OC)\C=C\C(=O)C1=CC=CC=C1)O 3,4-dimethyl-2-hydroxy-4,5,6-trimethoxychalcone